2-bromo-5-methylbenzoic acid BrC1=C(C(=O)O)C=C(C=C1)C